NC1=NC(=NN1C(=O)C1=CC=C(C=C1)NC([C@@H](CC1CCCCC1)NC1CCCCC1)=O)C1=NC=CC=C1 (R)-N-(4-(5-amino-3-(pyridin-2-yl)-1H-1,2,4-triazole-1-carbonyl)phenyl)-3-cyclohexyl-2-(cyclohexylamino)propanamide